1-[(S)-1-(2,3-dihydro-benzo[1,4]dioxin-2-yl)methyl]-3-(2-methoxy-phenyl)-pyrrolidine O1[C@H](COC2=C1C=CC=C2)CN2CC(CC2)C2=C(C=CC=C2)OC